O1CCC(CC1)C=1N=NN(C1)[C@@H]1CN(C[C@H]1OCC1=CC=C(C=C1)C(F)(F)F)C(=O)OC(C)(C)C tert-butyl trans-3-(4-(tetrahydro-2H-pyran-4-yl)-1H-1,2,3-triazol-1-yl)-4-(4-(trifluoromethyl)benzyloxy)pyrrolidine-1-carboxylate